(S)-3-(4-cyclopropyl-2,5-dioxaimidazolidin-4-yl)propionic acid C1(CC1)[C@]1(NONO1)CCC(=O)O